5-[(3-carbamoylphenyl)methyl]-10-pentyl-5H,6H,7H,8H,9H,10H-cyclohepta[b]indole-4-carboxylic acid C(N)(=O)C=1C=C(C=CC1)CN1C2=C(C3=CC=CC(=C13)C(=O)O)C(CCCC2)CCCCC